CC1=C(C=NC=C1)C=1C=C2C(=NC1)NC=C2C=2C=C1N(CCNC1=O)C2 7-(5-(4-methylpyridin-3-yl)-1H-pyrrolo[2,3-b]pyridin-3-yl)-3,4-dihydropyrrolo[1,2-a]pyrazin-1(2H)-one